(4-chloronaphthalen-1-yl)boric acid ClC1=CC=C(C2=CC=CC=C12)OB(O)O